4-(4-methoxybenzyl)-N-methyl-5-oxomorpholine-2-carboxamide COC1=CC=C(CN2CC(OCC2=O)C(=O)NC)C=C1